CN(C)C=1C=C(C=CC1)B(O)O 3-(N,N'-dimethylamino)phenylboronic acid